4-(7-Chloro-1H-pyrrolo[3,2-c]pyridin-4-yl)-N-(4-hydroxybicyclo[2.2.2]octan-1-yl)benzamide ClC=1C2=C(C(=NC1)C1=CC=C(C(=O)NC34CCC(CC3)(CC4)O)C=C1)C=CN2